C(C)(=O)OC1=C(C2=CC=CC=C2C=C1)/C=C/C1=CC=NC=C1 (E)-4-(2-(2-Acetyloxynaphthalen-1-yl)vinyl)pyridine